2-[3-(1-isopropyl-3,5-dimethyl-pyrazol-4-yl)pyrazolo[1,5-a]pyridin-5-yl]-4-methoxy-thiazole-5-carboxylic acid C(C)(C)N1N=C(C(=C1C)C=1C=NN2C1C=C(C=C2)C=2SC(=C(N2)OC)C(=O)O)C